2,2-difluoro-acetoamide FC(C(=O)N)F